NC1CCC(CC1)C(=O)N1CCC(CC1)N1N=CC(=C1)C=1C=C(C=2N(C1)N=CC2C#N)OC 6-(1-(1-((1s,4s)-4-aminocyclohexane-1-carbonyl)piperidin-4-yl)-1H-pyrazol-4-yl)-4-methoxypyrazolo[1,5-a]pyridine-3-carbonitrile